ClC1=CNC=2C3=C(C=CC12)C(=CN3)S(=O)(=O)NC3=NC(=C(C(=N3)OC)CC(F)F)OC 6-chloro-N-(5-(2,2-difluoroethyl)-4,6-dimethoxypyrimidin-2-yl)-1,8-dihydropyrrolo[3,2-g]indole-3-sulfonamide